dl-1,3,5-trisFluorophenyl-hafnium dichloride [Cl-].[Cl-].FC1(CC(=CC(=C1)F)F)[Hf+2]